(S)-N-(5-methyl-7-((1-methyl-1H-imidazol-4-yl)ethynyl)-4-oxo-2,3,4,5-tetrahydrobenzo[b][1,4]oxazepin-3-yl)-4-phenoxypyridineamide CN1C2=C(OC[C@@H](C1=O)NC(=O)C1=NC=CC(=C1)OC1=CC=CC=C1)C=CC(=C2)C#CC=2N=CN(C2)C